C(=O)C1=C(SC(=C1)C)C1=CC=C(C(=N1)C)OC1CCCCC1 (1S,3S)-3-((6-(3-formyl-5-methylthiophen-2-yl)-2-methylpyridin-3-yl)oxy)cyclohexane